spiro[3H-furo[3,2-b]pyridine-2,4'-piperidine]-1'-carboxylic acid tert-butyl ester C(C)(C)(C)OC(=O)N1CCC2(CC1)CC1=NC=CC=C1O2